3-(2-(tert-butoxycarbonyl)-1-methyl-1,2,3,4-tetrahydroisoquinolin-5-yl)propanoic acid C(C)(C)(C)OC(=O)N1C(C2=CC=CC(=C2CC1)CCC(=O)O)C